5-phenoxycarbonyl-bicyclo[2.2.1]Hept-2-ene O(C1=CC=CC=C1)C(=O)C1C2C=CC(C1)C2